NC(C[C@@H](C#C)NC(=O)[C@H]1N(CC2(CC2)C1)C(=O)C1(CC1)C1=CC=C(C=C1)OC(F)(F)F)=O (6S)-N-[(1S)-1-(2-Amino-2-oxo-ethyl)prop-2-ynyl]-5-[1-[4-(trifluoromethoxy)phenyl]-cyclopropanecarbonyl]-5-azaspiro[2.4]heptane-6-carboxamide